ClC1=CC=2C(=NN(N2)C2=C(C(=CC(=C2)C)C(C)(C)C)O)C=C1 2-(5-chloro-(2H)-benzotriazole-2-yl)-4-(methyl)-6-(tertiary butyl)phenol